CC(CC=C(C=O)C1=CC=CC=C1)C Alpha-(3-methylbutylidene)-phenylacetaldehyde